BrC1(OC=CC1)C=O 2-bromofuran-2-carbaldehyde